(t-butyl)-(2-ethylhexyl) monoperoxycarbonate C(OC(C(CCCC)CC)C(C)(C)C)(=O)O[O-]